O-aziridinyl propionate C(CC)(=O)ON1CC1